C1(CCCC1)N1N=C(C=C1C1=C(C=CC=C1)C(F)(F)F)C(=O)N[C@H](CC(=O)O)CC(N1CCCCC1)=O (3S)-3-({1-cyclopentyl-5-[2-(trifluoromethyl)phenyl]-1H-pyrazol-3-yl}formamido)-5-oxo-5-(piperidin-1-yl)pentanoic acid